(3S,4R)-3-acetyl-N-(2,3-difluorophenyl)-1-methyl-2-oxo-4-[4-(trifluoromethyl)phenyl]-3-pyrrolidinecarboxamide C(C)(=O)[C@]1(C(N(C[C@@H]1C1=CC=C(C=C1)C(F)(F)F)C)=O)C(=O)NC1=C(C(=CC=C1)F)F